1-[9-ethyl-6-(3-methylbenzoyl)-9H-carbazol-3-yl]-acetaldehyde-1-(O-acetyloxime) C(C)(=O)ON=C(C)C=1C=CC=2N(C3=CC=C(C=C3C2C1)C(C1=CC(=CC=C1)C)=O)CC